C(C)(C)C1=CC=C2C3(CC=C(C=C3C=C(C2=C1)O)C)C 7-isopropyl-2,4a-dimethylphenanthren-9-ol